N-(3-(2-chloro-5-fluorophenyl)-1-oxo-2,3-dihydro-1H-pyrrolo[3,4-f]quinolin-4-yl)-3-hydroxy-3-(trifluoromethyl)indole-2,2-d2-1-carboxamide ClC1=C(C=C(C=C1)F)C1NC(C2=C3C=CC=NC3=CC(=C21)NC(=O)N2C(C(C1=CC=CC=C21)(C(F)(F)F)O)([2H])[2H])=O